FC1=C(C(=O)NC2=CC(=C(C=C2)F)C(NO)=O)C(=CC=C1C(F)(F)F)OC1=CC=C(C=C1)C(F)(F)F 2-fluoro-N-(4-fluoro-3-(N-hydroxycarbamoyl)phenyl)-3-(trifluoromethyl)-6-(4-(trifluoromethyl)phenoxy)benzamide